5-[(5,7-difluoroisoquinolin-8-yl)methoxy]-2-fluoro-4-methoxyaniline FC1=C2C=CN=CC2=C(C(=C1)F)COC=1C(=CC(=C(N)C1)F)OC